Cl.N[C@@H](CCO)CC1=NC=CC=C1 (3R)-3-amino-4-(pyridin-2-yl)butan-1-ol hydrochloride